BrC1=C2C(=CNC2=CC=C1)C[C@@H]([C@H](C#N)NC1=C(C=C(C=C1)C1=CC=C(C=C1)N1CCOCC1)C(=O)OC)NC(=O)OC(C)(C)C |&1:12| Methyl 4-(((1RS,2S)-3-(4-bromo-1H-indol-3-yl)-2-((tert-butoxycarbonyl)amino)-1-cyanopropyl)amino)-4'-morpholino-[1,1'-biphenyl]-3-carboxylate